methyl N-[4-[6-[(4-chlorophenyl)-prop-2-ynyl-carbamoyl]imidazo[1,2-a]pyridin-3-yl]phenyl]carbamate ClC1=CC=C(C=C1)N(C(=O)C=1C=CC=2N(C1)C(=CN2)C2=CC=C(C=C2)NC(OC)=O)CC#C